[Pd].C1(=CC=CC=C1)P(CCP(C1=CC=CC=C1)C1=CC=CC=C1)C1=CC=CC=C1.C1(=CC=CC=C1)P(CCP(C1=CC=CC=C1)C1=CC=CC=C1)C1=CC=CC=C1 Bis(1,2-bis(diphenylphosphino)ethane) palladium (0)